([1,2,4]triazolo[4,3-a]pyrazin-8-yl)-N-(2-bromo-4-fluorobenzyl)-N-(thiazol-5-ylmethyl)methylamine N=1N=CN2C1C(=NC=C2)CN(CC2=CN=CS2)CC2=C(C=C(C=C2)F)Br